NC1=NC2=CC(=CC=C2C(=C1C)NCCCO)C1=CC=NN1 3-((2-Amino-3-methyl-7-(1H-pyrazol-5-yl)quinolin-4-yl)amino)propan-1-ol